COC(CC1[C@@H]2CN(C[C@H]12)C1=NC(=NC=2C(CCCC12)(F)F)C1=CN=NN1C)=O 2-((1R,5S,6S)-3-(8,8-difluoro-2-(1-methyl-1H-1,2,3-triazol-5-yl)-5,6,7,8-tetrahydroquinazolin-4-yl)-3-azabicyclo[3.1.0]Hex-6-yl)acetic acid methyl ester